(4R)-4-((1R,4S,7aR)-7a-methyl-4-((triethylsilyl)oxy)octahydro-1H-indene-1-yl)pentanenitrile C[C@@]12CCC[C@@H](C2CC[C@@H]1[C@@H](CCC#N)C)O[Si](CC)(CC)CC